CC1=NN(C=C1C1=CC=C(C=C1)C1=CN=C(N1)C(=O)N)COCC[Si](C)(C)C 5-[4-[3-methyl-1-(2-trimethylsilylethoxymethyl)pyrazol-4-yl]phenyl]imidazole-2-carboxamide